2-[2,4-dioxo-7-(4-phenoxynaphthalen-1-yl)-2H-pyrido[2,3-e][1,3]oxazin-3(4H)-yl]acetic acid O=C1OC2=C(C(N1CC(=O)O)=O)N=CC(=C2)C2=CC=C(C1=CC=CC=C21)OC2=CC=CC=C2